15,22-dioxo-2,5,8,11,18,24,27,30-octaoxa-14,21-diazadotriacontan-32-oate O=C(NCCOCCOCCOCCOC)CCOCCNC(COCCOCCOCC(=O)[O-])=O